(2-(2-chloro-4,5-diiodo-1H-imidazol-1-yl)ethyl)carbamic acid tert-butyl ester C(C)(C)(C)OC(NCCN1C(=NC(=C1I)I)Cl)=O